ClC1=C(C(NC2=CC(=C(C=C12)OC)C(F)(F)F)=O)C(=O)OC methyl 4-chloro-6-methoxy-2-oxo-7-(trifluoromethyl)-1,2-dihydroquinoline-3-carboxylate